C12CN(CC2C1)C1=NC(=CC2=C1N=C(N=C2)N[C@H]2[C@H](COC2)NC(C=C)=O)C2=C(C(=CC(=C2Cl)OC)OC)Cl N-((3R,4S)-4-((8-(3-azabicyclo[3.1.0]hexan-3-yl)-6-(2,6-dichloro-3,5-dimethoxyphenyl)pyrido[3,4-d]pyrimidin-2-yl)amino)tetrahydrofuran-3-yl)acrylamide